COC1=NC(=NC=C1N1N=C(C(=C1C)[N+](=O)[O-])OCCCO)C 3-((1-(4-methoxy-2-methylpyrimidin-5-yl)-5-methyl-4-nitro-1H-pyrazol-3-yl)oxy)propan-1-ol